C1(CC1)C(C(C(=O)OCC)C(=O)NC1=CC=C(C=C1)C=1C(=NN(C1C)COCC[Si](C)(C)C)C)C1CC1 ethyl 2-(dicyclopropylmethyl)-3-[4-[3,5-dimethyl-1-(2-trimethylsilylethoxymethyl)pyrazol-4-yl]anilino]-3-oxo-propanoate